ClC=1C(=NC=CC1)N1N=C(C=C1C(=O)NC=1C(=CC=2N(C1C(=O)NCCOC)N=CC2)C)OC 6-(1-(3-Chloropyridin-2-yl)-3-methoxy-1H-pyrazol-5-carboxamido)-N-(2-methoxyethyl)-5-methylpyrazolo[1,5-a]pyridin-7-carboxamid